3-methoxy-2,3-propanediol COC(C(C)O)O